OC=1C=C(C(=O)O)C=CC1[N+](=O)[O-] 3-hydroxy-4-nitrobenzoic acid